C(C)N(C=1C=C(C=CC1)OC)CC(CS(=O)(=O)O)O N-ethyl-N-(2-hydroxy-3-sulfopropyl)-meta-aminoanisole